C(CCC(=O)OC=CCCCCCCCCCC)(=O)OCCCCCCC(C)C Monoisononyl dodecenyl succinate